1-methyl-3-(2,3,4,5-tetrafluorophenoxy)azetidine CN1CC(C1)OC1=C(C(=C(C(=C1)F)F)F)F